Cl.Cl.N1=NCN(C=C1)N [1,2,4]Triazine-4-amine dihydrochloride